4-cyano-3-fluoro-2-((2-fluoro-4-(trimethylsilyl)phenyl)amino)benzoic acid C(#N)C1=C(C(=C(C(=O)O)C=C1)NC1=C(C=C(C=C1)[Si](C)(C)C)F)F